NCC(C)(C)N 1,2-diamino-2-methylpropane